N-(pyridin-4-ylmethyl)-5-(4-(trifluoromethyl)phenyl)-2-naphthamide N1=CC=C(C=C1)CNC(=O)C1=CC2=CC=CC(=C2C=C1)C1=CC=C(C=C1)C(F)(F)F